(benzylsulfonyl)-4-(2-fluoro-6-methoxyphenyl)-5-(6-methoxypyridin-2-yl)-4H-1,2,4-triazole-3-carboxamide C(C1=CC=CC=C1)S(=O)(=O)NC(=O)C1=NN=C(N1C1=C(C=CC=C1OC)F)C1=NC(=CC=C1)OC